4-(7-fluoroimidazo[1,2-a]pyridin-3-yl)-7-((6-(((R)-3-methoxypyrrolidin-1-yl)methyl)-5-((R)-tetrahydrofuran-3-yl)pyridin-2-yl)amino)isoindolin-1-one FC1=CC=2N(C=C1)C(=CN2)C2=C1CNC(C1=C(C=C2)NC2=NC(=C(C=C2)[C@@H]2COCC2)CN2C[C@@H](CC2)OC)=O